ClC=1C=CC2=C(C(C[C@@H](O2)C(=O)NC23CC(C2)(C3)N3C(OC(C3)COC3=CC(=CC(=C3)C)C)=O)=O)C1 (2R)-6-chloro-N-(3-{5-[(3,5-dimethylphenoxy)methyl]-2-oxo-1,3-oxazolidin-3-yl}bicyclo[1.1.1]pent-1-yl)-4-oxo-3,4-dihydro-2H-1-benzopyran-2-carboxamide